(R)-dimethyl 5-(1-benzyl-1H-naphtho[1,8-de][1,3,2]diazaborinin-2(3H)-yl)-6-(cyclohex-1-en-1-yl)-4,7-dimethyl-1,3-dihydro-2H-indene-2,2-dicarboxylate C(C1=CC=CC=C1)N1B(NC2=C3C1=CC=CC3=CC=C2)C=2C(=C3CC(CC3=C(C2C2=CCCCC2)C)(C(=O)OC)C(=O)OC)C